(R)-3-((1-(2-cyano-3-(4,4-difluoropiperidin-1-yl)-7-methylquinoxalin-5-yl)ethyl)amino)pyrazine-2-carboxylic acid C(#N)C1=NC2=CC(=CC(=C2N=C1N1CCC(CC1)(F)F)[C@@H](C)NC=1C(=NC=CN1)C(=O)O)C